4-(5-chloropyridin-2-yl)-6-(dibenzo[b,d]furan-3-yl)-2-phenylpyrimidine ClC=1C=CC(=NC1)C1=NC(=NC(=C1)C=1C=CC2=C(OC3=C2C=CC=C3)C1)C1=CC=CC=C1